OCCOC=1C=C(C=C(C1)S(=O)(=O)C)NC1=CC(=NC=C1C1=NN(C=C1)C)NC(C)=O N-(4-((3-(2-hydroxyethoxy)-5-(methylsulfonyl)phenyl)amino)-5-(1-methyl-1H-pyrazol-3-yl)pyridin-2-yl)acetamide